ClC=1C=C(C=NC1N1N=CC=N1)NC(=O)NC1=C(C=2N(N=C1)C=C(N2)C)[C@@H](C)OC (R)-N-(5-chloro-6-(2H-1,2,3-triazol-2-yl)pyridin-3-yl)-N'-(8-(1-methoxyethyl)-2-methylimidazo[1,2-b]pyridazin-7-yl)urea